2,5,6-trichloro-N-((1-isopropyl-4-methyl-1H-pyrazol-5-yl)carbamoyl)nicotinamide Argon Argon [Ar].[Ar].ClC1=C(C(=O)NC(NC2=C(C=NN2C(C)C)C)=O)C=C(C(=N1)Cl)Cl